lithium bis(malonate) borate B([O-])(O)O.C(CC(=O)O)(=O)O.C(CC(=O)O)(=O)O.[Li+]